(E)-2,3-dihydro-1-benzothiepin-8-ol S1CC\C=C\C2=C1C=C(C=C2)O